5-((tetrahydro-2H-pyran-2-yl)oxy)-3-(4,4,5,5-tetramethyl-1,3,2-dioxaborolan-2-yl)-4,5,6,7-tetrahydropyrazolo[1,5-a]pyridine O1C(CCCC1)OC1CC=2N(CC1)N=CC2B2OC(C(O2)(C)C)(C)C